(Z)-3-(5-(4-((5-((4-(1-(4-hydroxyphenyl)-2-phenylbut-1-en-1-yl)phenoxy)methyl)tetrahydrofuran-2-yl)methyl)piperazin-1-yl)-1-oxoisoindolin-2-yl)piperidine-2,6-dione OC1=CC=C(C=C1)/C(=C(\CC)/C1=CC=CC=C1)/C1=CC=C(OCC2CCC(O2)CN2CCN(CC2)C=2C=C3CN(C(C3=CC2)=O)C2C(NC(CC2)=O)=O)C=C1